7-(4-cyclopropyl-1H-imidazol-1-yl)-4-fluoro-2-(6-(4-isopropyl-4H-1,2,4-triazol-3-yl)pyridin-2-yl)isoquinolin-1(2H)-one C1(CC1)C=1N=CN(C1)C1=CC=C2C(=CN(C(C2=C1)=O)C1=NC(=CC=C1)C1=NN=CN1C(C)C)F